N1=CN=C2N1C(=CC=N2)N 1,2,4-Triazolo[1,5-a]pyrimidin-7-amine